tert-butyl (5-(8-aminoimidazo[1,2-a]pyridin-5-yl)-7-(2-hydroxy-2-methylpropyl)-7H-pyrrolo[2,3-d]pyrimidin-4-yl)carbamate NC=1C=2N(C(=CC1)C1=CN(C=3N=CN=C(C31)NC(OC(C)(C)C)=O)CC(C)(C)O)C=CN2